6-ethyl-1,5-nonadiene C(C)C(=CCCC=C)CCC